2-methyl-1-{6-[4-(trifluoromethyl)phenyl]-1H-benzimidazol-1-yl}propan-2-ol CC(CN1C=NC2=C1C=C(C=C2)C2=CC=C(C=C2)C(F)(F)F)(C)O